tert-butyl N-[[1-[4-[1-(2,6-dioxo-3-piperidyl)-3-methyl-2-oxo-benzimidazol-5-yl]but-3-ynyl]-4-piperidyl]methyl]-N-methyl-carbamate O=C1NC(CCC1N1C(N(C2=C1C=CC(=C2)C#CCCN2CCC(CC2)CN(C(OC(C)(C)C)=O)C)C)=O)=O